C(#N)C(=CC1=C(N(C(=C1)C)C=1SC(=CC1C#N)C1=CC=CC=C1)C)C1=NC2=C(C=NC(=C2)OC)N1 2-(3-(2-cyano-2-(6-methoxy-3H-imidazo[4,5-c]pyridin-2-yl)vinyl)-2,5-dimethyl-1H-pyrrol-1-yl)-5-phenylthiophene-3-carbonitrile